bis(4-trifluoromethylphenyl)(3-sulfophenyl)phosphine FC(C1=CC=C(C=C1)P(C1=CC(=CC=C1)S(=O)(=O)O)C1=CC=C(C=C1)C(F)(F)F)(F)F